methyl 4-ethenylpyridine-3-carboxylate C(=C)C1=C(C=NC=C1)C(=O)OC